N-formyl-N-(2,2,6,6-tetramethylpiperidin-4-yl)amine C(=O)NC1CC(NC(C1)(C)C)(C)C